(R)-3-((2-Chloro-5-((1-(2,2,2-trifluoroethyl)-1H-pyrazol-4-yl)ethynyl)pyridin-4-yl)amino)butan-1-ol ClC1=NC=C(C(=C1)N[C@@H](CCO)C)C#CC=1C=NN(C1)CC(F)(F)F